(E)-N-(4-(1-(4-(1-(5-((2-(2,6-dioxopiperidin-3-yl)-1-oxoisoindoline-4-yl)thio)pentyl)piperidin-4-yl)benzoyl)piperidin-4-yl)butyl)-3-(pyridin-3-yl)acrylamide O=C1NC(CCC1N1C(C2=CC=CC(=C2C1)SCCCCCN1CCC(CC1)C1=CC=C(C(=O)N2CCC(CC2)CCCCNC(\C=C\C=2C=NC=CC2)=O)C=C1)=O)=O